C(C)(C)(C)C1=CC(=NO1)NC(=O)C=1C=CC(N(C1)C1=NC=C(C=C1)C(F)(F)F)=O N-(5-(tert-butyl)isoxazol-3-yl)-2-oxo-5'-(trifluoromethyl)-2H-[1,2'-bipyridine]-5-carboxamide